(3S)-3-(((5R)-2-chloro-5-oxo-6,7-dihydrothieno[3,2-d]pyrimidin-4-yl)amino)pyrrolidine-1-carboxylic acid methyl ester COC(=O)N1C[C@H](CC1)NC=1C2=C(N=C(N1)Cl)CC[S@]2=O